1-(1,3-dimethyl-1H-indazol-6-yl)-1H-benzo[d]imidazol-2(3H)-one CN1N=C(C2=CC=C(C=C12)N1C(NC2=C1C=CC=C2)=O)C